BrC1=C2N(C=3N=CN=C(C31)N)CCNC2 5-bromo-6,7,8,9-tetrahydropyrazino[1',2':1,5]pyrrolo[2,3-d]pyrimidin-4-amine